6-methoxy-2-(4-methoxyphenyl)-4H-chromen-4-one COC=1C=C2C(C=C(OC2=CC1)C1=CC=C(C=C1)OC)=O